CC(=O)C1=C(C=C2[C@@](C1=O)(C3=C(C=C(C(=C3O2)C(=O)N)O)O)C)O The molecule is a member of the class of dibenzofurans that is a potent broad spectrum antifungal agent isolated from the fungus Cercosporidium henningsii. It has a role as an antifungal agent, a phytotoxin, a fungal metabolite and an EC 2.7.11.24 (mitogen-activated protein kinase) inhibitor. It is a member of dibenzofurans, a polyphenol, a monocarboxylic acid amide and a methyl ketone.